chloro-thiazolopyrimidine ClC=1SC2=C(C=NC=N2)N1